tert-butyl (4R)-4-((4-(tert-butoxycarbonyl)-5-oxo-4-azaspiro[2.4]heptan-6-yl)((methylsulfonyl)oxy)methyl)-2,2-dimethyloxazolidine-3-carboxylate C(C)(C)(C)OC(=O)N1C2(CC2)CC(C1=O)C([C@@H]1N(C(OC1)(C)C)C(=O)OC(C)(C)C)OS(=O)(=O)C